FC=1C=C(C=C(C1F)C=1N=NC(=CC1)NC1C[C@@H]2[C@@H](CN(C2)CC2CCOCC2)C1)NC(=O)C1CC(C1)(F)F rel-N-[3,4-difluoro-5-[6-[[(3aR,6aS)-octahydro-2-[(tetrahydro-2H-pyran-4-yl)methyl]cyclopenta[c]pyrrol-5-yl]amino]-3-pyridazinyl]phenyl]-3,3-difluoro-cyclobutanecarboxamide